(1R,2S,5S)-3-(benzylcarbamoyl)-8-(2,2-diphenylacetyl)-3,8-diazabicyclo[3.2.1]octane-2-carboxylic acid C(C1=CC=CC=C1)NC(=O)N1[C@@H]([C@H]2CC[C@@H](C1)N2C(C(C2=CC=CC=C2)C2=CC=CC=C2)=O)C(=O)O